ClCC1=CC(=CC=C1)SCOC (chloromethyl)-3-[(methoxymethyl)thio]benzene